C1(=CC=CC=C1)C(CC)(C1=CC=CC=C1)C1=CC=CC=C1 1,1,1-triphenylpropane